1-(2-acetylhydrazine-1-carbonyl)-3-methyl-N-(3-(4-methyl-1H-1,2,3-triazol-1-yl)-4-(trifluoromethyl)phenyl)-6-azabicyclo[3.1.1]heptane-6-carboxamide C(C)(=O)NNC(=O)C12CC(CC(N1C(=O)NC1=CC(=C(C=C1)C(F)(F)F)N1N=NC(=C1)C)C2)C